bis(vinyl)(pentamethylcyclopentadienyl)cobalt tert-butyl-(R)-3-((3-methylquinolin-5-yl)amino)pyrrolidine-1-carboxylate C(C)(C)(C)OC(=O)N1C[C@@H](CC1)NC1=C2C=C(C=NC2=CC=C1)C.C(=C)[Co](C1(C(=C(C(=C1C)C)C)C)C)C=C